6-(3-cyclopropyl-7,8-dihydro-1,6-naphthyridin-6(5H)-yl)-5-methylpyridazine-3-carbonitrile C1(CC1)C=1C=NC=2CCN(CC2C1)C1=C(C=C(N=N1)C#N)C